Br[C@@H](C(=O)OCC)CC ethyl (R)-2-bromobutyrate